4-(oxan-2-yl)-7,14-dioxa-10,19,20-triazatetracyclo[13.5.2.12,6.018,21]tricosa-1(20),2(23),3,5,15,17,21-heptaen-9-one O1C(CCCC1)C1=CC=2C3=NNC4=CC=C(OCCCNC(COC(=C1)C2)=O)C=C34